1-bromo-2-methoxyethaneN BrC=COC